ClC1=C(C(=C(C=N1)C(C)O)C)C (6-chloro-4,5-dimethylpyridin-3-yl)ethan-1-ol